BrC1=C(C=C(C=C1)[C@@H](CC(=O)O)C)F (3R)-3-(4-bromo-3-fluoro-phenyl)butanoic acid